N2-[1-methyl-4-(2-methylpropyl)-1H-pyrazolo[3,4-d]pyrimidin-6-yl]-1-phenylethane-1,2-diamine CN1N=CC=2C1=NC(=NC2CC(C)C)NCC(N)C2=CC=CC=C2